2-(4-bromo-2-(ethoxycarbonyl)-7-fluoro-benzo[b]thiophen-3-yl)-7-ethoxy-1H-benzo[d]imidazole-6-carboxylic acid BrC1=CC=C(C=2SC(=C(C21)C2=NC1=C(N2)C(=C(C=C1)C(=O)O)OCC)C(=O)OCC)F